BrCC(=O)C1OC2=CC=C(C=C2CC1)F 2-bromo-1-(6-fluoro-chroman-2-yl)ethanone